tert-butyl {2-[(4,5-difluoro-1H-indol-3-yl)amino]-5-(trifluoromethyl)-1H-benzo[d]imidazol-1-yl}(methyl)carbamate FC1=C2C(=CNC2=CC=C1F)NC1=NC2=C(N1N(C(OC(C)(C)C)=O)C)C=CC(=C2)C(F)(F)F